C1=CC=CC=2C3=CC=CC=C3C(C12)COC(=O)N[C@@H](C(C)C)C(=O)N[C@@H](C)C(=O)C(C1=CC=C(C=C1)N)O 9-fluorenylmethyloxycarbonyl-valinyl-alanyl-4-aminobenzyl alcohol